The molecule is a member of the class of rifamycins that is rifamycin SV lacking the O-methyl group at position 27. It has a role as a bacterial metabolite. It is an acetate ester, a cyclic ketal, a lactam, a macrocycle, a polyphenol and a member of rifamycins. It is a conjugate acid of a 27-O-demethylrifamycin SV(1-). C[C@H]1/C=C/C=C(\\C(=O)NC2=CC(=C3C(=C2O)C(=C(C4=C3C(=O)[C@](O4)(O/C=C/[C@@H]([C@H]([C@H]([C@@H]([C@@H]([C@@H]([C@H]1O)C)O)C)OC(=O)C)C)O)C)C)O)O)/C